(cyclopropylamino)-4-(3-fluorophenyl)-6-(trifluoromethyl)-3H-pyrido[1,2-C]pyrimidin-3-one C1(CC1)NC1=NC(C(=C2N1C=CC(=C2)C(F)(F)F)C2=CC(=CC=C2)F)=O